2-ethyl-2-methyl-1-butanal C(C)C(C=O)(CC)C